C1(=CC=CC=C1)C=1C=[SiH]CC1C1=CC=CC=C1 3,4-diphenylsilacyclopentadiene